O1COC2=C1C=CC(=C2)CCC(=O)NCCC2=C(C=CC=C2)C 3-(benzo[d][1,3]dioxol-5-yl)-N-(2-methylphenylethyl)propanamide